4-((trans-1-acryloyl-4-fluoropiperidin-3-yl)oxy)-2-((1-cyclopropyl-1H-pyrazol-4-yl)amino)-7H-pyrrolo[2,3-d]pyrimidine-5-carbonitrile C(C=C)(=O)N1C[C@H]([C@@H](CC1)F)OC=1C2=C(N=C(N1)NC=1C=NN(C1)C1CC1)NC=C2C#N